2-(1-(2-cyclopropylethyl)-1H-benzo[d]imidazol-2-yl)ethan-1-amine dihydrochloride Cl.Cl.C1(CC1)CCN1C(=NC2=C1C=CC=C2)CCN